O1N=CC=2N=CN=NC21 isoxazolo[4,5-e]-1,2,4-triazine